C(C)(C)(CC(C)(C)C)SSC=1SC(=NN1)SSC(C)(C)CC(C)(C)C 2,5-bis(t-octyldithio)-1,3,4-thiadiazole